C(C1=CC=CC=C1)OC(=O)N[C@@H](C(C)C)C(=O)OC1=C(C(=C(C(=C1F)F)F)F)F Perfluorophenyl ((benzyloxy)carbonyl)-L-valinate